7-((5-methoxypyridin-2-yl)methoxy)-1,2,3,4-tetrahydroisoquinoline COC=1C=CC(=NC1)COC1=CC=C2CCNCC2=C1